BrCC1=CC=C2C=C(C(NC2=C1)=O)C 7-(bromomethyl)-3-methylquinolin-2(1H)-one